2-(4-chloro-2-fluoro-phenyl)-6-[2-(1-methylpyrazol-4-yl)morpholino]-3-prop-1-ynyl-isonicotinic acid methyl ester COC(C1=C(C(=NC(=C1)N1CC(OCC1)C=1C=NN(C1)C)C1=C(C=C(C=C1)Cl)F)C#CC)=O